BrC=1SC=C(N1)C(C)O 1-(2-Bromothiazol-4-yl)ethanol